3-fluoro-4-[2-(3-fluoroazetidin-1-yl)acetamido]pyrrolidin-1-yl formate C(=O)ON1CC(C(C1)NC(CN1CC(C1)F)=O)F